tert-Butyl N-[2-[2-[[[(1R)-2-[(4aR,8aS)-3,4,4a,5,6,7,8,8a-octahydro-2H-quinolin-1-yl]-1-(hydroxymethyl)-2-oxo-ethyl]-cyclopropyl-amino]methyl]-5-methoxy-phenoxy]ethyl]carbamate N1(CCC[C@H]2CCCC[C@H]12)C([C@@H](CO)N(C1CC1)CC1=C(OCCNC(OC(C)(C)C)=O)C=C(C=C1)OC)=O